C(#N)C=1C=C(N)C=CC1C#C 3-cyano-4-ethynylaniline